C(C)(=O)O[C@@H]1[C@H](C(N1)=O)CCO[Si](C)(C)C(C)(C)C (3R,4R)-4-acetoxy-3-[(R)-(tert-butyldimethylsilyloxy)ethyl]azetidin-2-one